2'-chloro-N-(5-(4-chloro-6-(difluoromethoxy)nicotinoyl)-5,6-dihydro-4H-pyrrolo[3,4-d]thiazol-2-yl)-5'-methoxy-6-methyl-[4,4'-bipyridine]-3-carboxamide ClC1=NC=C(C(=C1)C1=C(C=NC(=C1)C)C(=O)NC=1SC2=C(N1)CN(C2)C(C2=CN=C(C=C2Cl)OC(F)F)=O)OC